(S)-2-(6-(Ethylamino)-4-(1-methyl-4-(4-methyl-4H-1,2,4-triazol-3-yl)-1H-pyrazol-5-yl)pyridin-2-yl)-6-((3-methylpiperidin-1-yl)methyl)-4-(trifluoromethyl)isoindolin-1-one C(C)NC1=CC(=CC(=N1)N1C(C2=CC(=CC(=C2C1)C(F)(F)F)CN1C[C@H](CCC1)C)=O)C1=C(C=NN1C)C1=NN=CN1C